3-(3-(1H-imidazol-4-yl)propanamido)-4-methyl-N-(4-(pyrrolidin-1-ylmethyl)phenyl)benzamide N1C=NC(=C1)CCC(=O)NC=1C=C(C(=O)NC2=CC=C(C=C2)CN2CCCC2)C=CC1C